(E)-3-(5-((4-(2-(4-chloro-2-fluorophenyl)-2-methylbenzo[d][1,3]dioxol-4-yl)piperidin-1-yl)methyl)-4-((1-ethyl-1H-imidazol-5-yl)methyl)-4H-1,2,4-triazol-3-yl)acrylic acid ClC1=CC(=C(C=C1)C1(OC2=C(O1)C=CC=C2C2CCN(CC2)CC=2N(C(=NN2)/C=C/C(=O)O)CC2=CN=CN2CC)C)F